5-(2-(difluoromethoxy)phenyl)-3-oxo-2,3-dihydropyridazine-4-carbonitrile FC(OC1=C(C=CC=C1)C1=C(C(NN=C1)=O)C#N)F